CP(=O)(C)C1=CC=NC2=CC=CC=C12 4-(dimethylphosphoryl)quinoline